3-methoxybutane-1,4-diol COC(CCO)CO